C(C)C(C(=O)[O-])CCCC.C(C)C(C(=O)[O-])CCCC.[Cu+].[Cu+] copper (I) bis(2-ethylhexanoate)